N6-[(2R)-2-amino-2-phenyl-ethyl]-N4-[(1-fluorocyclobutyl)methyl]-1-methyl-pyrazolo[3,4-d]pyrimidine-4,6-diamine N[C@@H](CNC1=NC(=C2C(=N1)N(N=C2)C)NCC2(CCC2)F)C2=CC=CC=C2